2-acetamido-5-(sec-butyl)thiazole-4-carboxylic acid C(C)(=O)NC=1SC(=C(N1)C(=O)O)C(C)CC